ClC=1C=C(C=C(C1)Cl)NC(=O)C(C(=O)O)CC 2-[(3,5-dichlorophenyl)carbamoyl]butanoic acid